The molecule is an oligosaccharide derivative that is a decasaccharide derivative, the oligosaccharide portion of the Proteus penneri strain 12 lipopolysaccharide (LPS) core region. C1[C@H]([C@H]([C@H](O[C@]1(C(=O)O)O[C@@H]2C[C@@](O[C@@H]([C@@H]2O[C@@H]3[C@H]([C@H]([C@@H]([C@H](O3)[C@H](CO)O)O[C@H]4[C@@H]([C@H]([C@@H]([C@H](O4)CO)O)O)O)O[C@@H]5[C@H]([C@H]([C@@H]([C@H](O5)[C@H](CO[C@@H]6[C@H]([C@H]([C@@H]([C@H](O6)[C@H](CO)O)O)O)O)OP(=O)(O)OCCN)O)O[C@@H]7[C@@H]([C@H]([C@H]([C@H](O7)C(=O)O)O[C@@H]8[C@@H]([C@H]([C@H]([C@H](O8)CO)O)O)N)O)O[C@@H]9[C@H]([C@H]([C@@H]([C@H](O9)[C@@H](CO)O)O)O)O)O)O)[C@@H](CO[C@@H]1[C@@H]([C@H]([C@H](CO1)N)O)O)O)(C(=O)O)O)[C@@H](CO)O)O)O